2-[2-hydroxy-5-(acryloyl)phenyl]-2H-benzotriazole OC1=C(C=C(C=C1)C(C=C)=O)N1N=C2C(=N1)C=CC=C2